ClC1=CC=C(CC2C(N(CCC2)C2=C(C=C(C=C2)C2=CC=NC=C2)OC)=O)C=C1 3-(4-chlorobenzyl)-1-(2-methoxy-4-(pyridin-4-yl)phenyl)piperidin-2-one